1-(o-tolyl)-biguanide CC1=CC=CC=C1N=C(N)N=C(N)N